FC1(CCC(CC1)C1=NC=CC(=C1NC(C1=CN=C(C=C1)[C@@H]1OCCC1)=O)C1=C(C=CC(=C1)F)F)F |r| rac-N-(2-(4,4-difluorocyclohexyl)-4-(2,5-difluorophenyl)pyridin-3-yl)-6-(tetrahydrofuran-2-yl)nicotinamide